NC(CCOCCC(=O)N1CCN(CC1)C(=O)C1=C(C=C(C=C1)NC(=O)C=1N(C(=CN1)C1=C(C(=C(C=C1)OC)F)F)C)Cl)=O N-[4-[4-[3-(3-amino-3-oxo-propoxy)propanoyl]piperazine-1-carbonyl]-3-chloro-phenyl]-5-(2,3-difluoro-4-methoxy-phenyl)-1-methyl-imidazole-2-carboxamide